tert-butyl-(R)-4-(4-(2-(2-aminothiazol-4-yl)pyrrolidin-1-yl)phenoxy)piperidine C(C)(C)(C)N1CCC(CC1)OC1=CC=C(C=C1)N1[C@H](CCC1)C=1N=C(SC1)N